(racemic)-Methyl 2-[(1R,3R,4R)-3,4-bis(dibenzylcarbamoyl)cyclohexyl]acetate C(C1=CC=CC=C1)N(C(=O)[C@@H]1C[C@@H](CC[C@H]1C(N(CC1=CC=CC=C1)CC1=CC=CC=C1)=O)CC(=O)OC)CC1=CC=CC=C1 |r|